N-((6-amino-5-chloro-1-(phenylsulfonyl)-1H-indol-2-yl)methyl)-1-methylcyclopropane-1-carboxamide NC1=C(C=C2C=C(N(C2=C1)S(=O)(=O)C1=CC=CC=C1)CNC(=O)C1(CC1)C)Cl